NC1=CC=C(C=C1)C1C(CC2C(N1)CN(C2)C(=O)OC(C)(C)C)C(NC2=CC(=C(C=C2)C)C(F)(F)F)=O Tert-butyl 2-(4-aminophenyl)-3-[[4-methyl-3-(trifluoromethyl) phenyl] carbamoyl]-1,2,3,4,4a,5,7,7a-octahydropyrrolo[3,4-b]pyridine-6-carboxylate